C(C1=CC=CC=C1)[I+]C1=CC=CC=C1 benzylphenyliodonium